COC=1C(=NC(=CC1)C1=CN=NC(=C1)OC[C@@H]1CC[C@H](CC1)C(F)(F)F)[C@@H]1[C@](C1)(C(=O)O)C (1S,2S)-2-[3-methoxy-6-(6-{[trans-4-(trifluoromethyl)cyclohexyl]methoxy}pyridazin-4-yl)pyridin-2-yl]-1-methylcyclopropanecarboxylic acid